(+)-8-((1S,2R,3S)-3-hydroxy-2-methylcyclopentyl)-6-(methyl-d3)-2-((1-((methyl-d3)sulfonyl)piperidin-4-yl-4-d)-amino)pyrido[2,3-d]pyrimidin-7(8H)-one O[C@@H]1[C@@H]([C@H](CC1)N1C(C(=CC2=C1N=C(N=C2)NC2(CCN(CC2)S(=O)(=O)C([2H])([2H])[2H])[2H])C([2H])([2H])[2H])=O)C